C(C)(C)(C)C1=CC=C(C=C1)C1(C(CC(CC1)N)C)N 1-(4-(tert-butyl)phenyl)-2-methylcyclohexane-1,4-diamine